CC1C(=CC2=CC=CC=C12)[Zr]C=1C(C2=CC=CC=C2C1)C bis(1-methylindenyl)zirconium